FCC=1NSC=CC1 fluoromethylthiazine